4-[2-tert-butoxyethyl-[4-(5,6,7,8-tetrahydro-1,8-naphthyridin-2-yl)butyl]amino]-2-[[2-(1-methylcyclobutyl)acetyl]amino]butanoic acid C(C)(C)(C)OCCN(CCC(C(=O)O)NC(CC1(CCC1)C)=O)CCCCC1=NC=2NCCCC2C=C1